(3R,4S)-3-cyclopropyl-1-[6-[1-(2,2-difluoroethyl)pyrazol-4-yl]-[1,3]thiazolo[5,4-c]pyridin-4-yl]-4-methyl-2-oxopyrrolidine-3-carbonitrile C1(CC1)[C@]1(C(N(C[C@H]1C)C1=NC(=CC2=C1SC=N2)C=2C=NN(C2)CC(F)F)=O)C#N